C(#N)C=1C=NN2C1C(=CC(=C2)C=2C=NN(C2C)C2CCN(CC2)C(=O)OC(C)(C)C)O[C@H](C)C2=NC=CC=C2 tert-butyl 4-[4-[3-cyano-4-[(1R)-1-(2-pyridyl)ethoxy]pyrazolo[1,5-a]pyridin-6-yl]-5-methyl-pyrazol-1-yl]piperidine-1-carboxylate